N[C@@H](C)C1=CC=C(C=C1)S(=O)(=O)N (S)-4-(1-aminoethyl)benzenesulfonamide